N1=CN=C2NC=NC2=C1C=1C(=NC=CC1)NC=1C(=C(C=CC1C)NC(C1=CC(=CC=C1)C(C)(C)C#N)=O)C N-(3-((3-(9H-purin-6-yl)pyridin-2-yl)amino)-2,4-dimethylphenyl)-3-(2-cyanopropan-2-yl)benzamide